6-(3-chloropyridin-4-yl)-8-methyl-2-(methylsulfanyl)-5-[2-(triisopropylsilyl)ethynyl]pyrido[2,3-d]pyrimidin-7-one ClC=1C=NC=CC1C1=C(C2=C(N=C(N=C2)SC)N(C1=O)C)C#C[Si](C(C)C)(C(C)C)C(C)C